1-(4-fluorobenzyl)-3-(4-(pyridin-4-ylmethyl)phenyl)urea FC1=CC=C(CNC(=O)NC2=CC=C(C=C2)CC2=CC=NC=C2)C=C1